ClC1=C(C=CC=C1)C1=C(C=CC=C1)C1=C(C2=CC=CC=C2C=C1)N1C2=CC=CC=C2C=2C=CC=CC12 9-(2-(2'-chloro-[1,1'-biphenyl]-2-yl)naphthalen-1-yl)-9H-carbazole